3-((3-Chloro-2-fluorophenyl)thio)propanoic acid ClC=1C(=C(C=CC1)SCCC(=O)O)F